[N+](=O)([O-])C1=CC=C(C=C1)S(=O)(=O)OC1CCC(CC1)O[Si](C)(C)C(C)(C)C 4-((tert-butyldimethylsilyl)oxy)cyclohexyl 4-nitrobenzenesulfonate